BrC=1C=CC(=NC1Cl)CC=1C(=NC=2N(C1N)N=CN2)C 6-[(5-bromo-6-chloropyridin-2-yl)methyl]-5-methyl-[1,2,4]triazolo[1,5-a]pyrimidin-7-amine